FC=1C=CC2=C(N=NN(C2=O)C2C(NC(CC2)=O)=O)C1 3-(7-fluoro-4-oxobenzo[d][1,2,3]Triazin-3(4H)-yl)piperidine-2,6-dione